N-pyrrolidin-3-yl-N'-[4-(trifluoromethoxy)phenyl]urea hydrochloride Cl.N1CC(CC1)NC(=O)NC1=CC=C(C=C1)OC(F)(F)F